2-(5-(6-chloro-7-fluoro-5-methoxy-1-methyl-3-(1H-pyrazol-4-yl)-1H-indol-2-yl)-4H-1,2,4-triazol-3-yl)-2-methoxy-N,N-dimethylethan-1-amine ClC1=C(C=C2C(=C(N(C2=C1F)C)C=1NC(=NN1)C(CN(C)C)OC)C=1C=NNC1)OC